ClC1=C(C=C(OCC(=O)N[C@@H]2CC[C@H](CC2)CNC(CC2=CC=C(C=C2)Cl)=O)C=C1)F trans-2-(4-chloro-3-fluorophenoxy)-N-(4-((2-(4-chlorophenyl)acetamido)methyl)cyclohexyl)acetamide